CC(CCNC(=O)NC1=C(C=C(C(=C1)C1=CC2=C(N=C(N=C2)NC)N=C1C)C)F)(C)C 1-(3,3-dimethylbutyl)-3-(2-fluoro-4-methyl-5-(7-methyl-2-(methylamino)pyrido-[2,3-d]pyrimidin-6-yl)phenyl)urea